F[C@@H]1[C@@H]([C@@H](N(C1)C(C(C)(C)O)=O)CC=1C(=C(C=CC1)C1=C(C=CC(=C1)F)F)F)NS(=O)(=O)CC N-{(2S,3R,4S)-4-fluoro-1-{2-hydroxy-2-methylpropanoyl}-2-[(2,2',5'-trifluoro[1,1'-biphenyl]-3-yl)methyl]pyrrolidin-3-yl}ethanesulfonamide